BrC1=C(C(=CC(=C1)C(F)(F)F)[N+](=O)[O-])[N+]#[C-] 2-BROMO-4-(TRIFLUOROMETHYL)-6-NITROPHENYLISOCYANIDE